[N-]=C=O.C1(=CC=C(C=C1)C)C 4-xylene isocyanate